2-(6-((1-acryloyl-3-(2,3-dichloro-6-fluorophenyl)pyrrolidin-3-yl)amino)-3-methyl-2H-indazol-2-yl)acetic acid C(C=C)(=O)N1CC(CC1)(C1=C(C(=CC=C1F)Cl)Cl)NC=1C=CC2=C(N(N=C2C1)CC(=O)O)C